methanoyl fluoride C(=O)F